CNC1(CC=NC=C1)NC 4,4-dimethylaminopyridine